(S)-7-(4-fluorobenzyl)-N,N,2-trimethyl-2,3-dihydro-1H-pyrido[2,3-b][1,4]oxazine-6-carboxamide FC1=CC=C(CC2=CC3=C(OC[C@@H](N3)C)N=C2C(=O)N(C)C)C=C1